4-[2-(2-fluorophenoxy)-5-(methylsulfonyl)phenyl]-6-methyl-1,6-dihydro-7H-pyrrolo[2,3-c]pyridin-7-one FC1=C(OC2=C(C=C(C=C2)S(=O)(=O)C)C=2C3=C(C(N(C2)C)=O)NC=C3)C=CC=C1